2-(2-fluorophenyl)-1-(triisopropylsilyl)-1H-pyrrole FC1=C(C=CC=C1)C=1N(C=CC1)[Si](C(C)C)(C(C)C)C(C)C